(S)-2-amino-3-(1-carbamoylpiperidin-4-yl)propanoic acid N[C@H](C(=O)O)CC1CCN(CC1)C(N)=O